(E)-2,2'-(4-(3,7-Dimethylocta-1,6-dienyl)-1,3-phenylene)bis(oxy)diacetic acid CC(/C=C/C1=C(C=C(C=C1)OCC(=O)O)OCC(=O)O)CCC=C(C)C